CO[C@@H]1C=CC=C(O1)C (2R,6S)-6-methoxy-2-methyl-6H-pyran